COC1=CC=C(C=C1)NC(C(=O)NC[C@@H](C1=CC=CC=C1)N1CCN(CC1)C)=O (R)-N1-(4-methoxyphenyl)-N2-(2-(4-methylpiperazin-1-yl)-2-phenylethyl)oxalamide